COC(=O)[C@H]1N(CC2=CC=C(C(=C2C1)O)OC)C=1OC2=C(N1)C=CC(=C2)F (S)-2-(6-Fluorobenzo[d]oxazol-2-yl)-5-hydroxy-6-methoxy-1,2,3,4-tetrahydroisoquinoline-3-carboxylic acid methyl ester